7-[5-chloro-2-(2-pyridinyl)phenyl]-N-[(2,4-dimethoxyphenyl)methyl]cinnolin-4-amine ClC=1C=CC(=C(C1)C1=CC=C2C(=CN=NC2=C1)NCC1=C(C=C(C=C1)OC)OC)C1=NC=CC=C1